BrC(C(=O)C1=NC=CC=C1)CC 2-bromo-1-(pyridin-2-yl)butan-1-one